C(=O)O.ClC=1C(=CC(=C(C1)S(=O)(=O)NC=1SC=CN1)F)NC1C=2C=CC=NC2CCC1 5-chloro-2-fluoro-4-((5,6,7,8-tetrahydroquinolin-5-yl)amino)-N-(thiazol-2-yl)benzenesulfonamide formate